2-amino-4-[(3,4-diaminophenyl)sulfonyl]aniline NC1=C(N)C=CC(=C1)S(=O)(=O)C1=CC(=C(C=C1)N)N